((4S,5S)-5-(2,4-dichlorophenyl)-2-methyl-1,3-dioxolan-4-yl)methanol ClC1=C(C=CC(=C1)Cl)[C@H]1[C@@H](OC(O1)C)CO